C1(CC=CC=2C3=CC=CC=C3C3=CC=CC=C3C12)=O triphenyleneOne